3-chloro-8-fluoro-4-methyl-2-oxo-1H-quinoline-7-carbaldehyde ClC=1C(NC2=C(C(=CC=C2C1C)C=O)F)=O